C(C)NC(=O)N1[C@H]([C@H](CCC1)NS(=O)(=O)C)COC1CCN(CC1)C1=CC=CC=C1 cis-N-ethyl-3-((methylsulfonyl)amino)-2-(((1-phenylpiperidin-4-yl)oxy)methyl)piperidine-1-carboxamide